tert-butyl (R)-7-(5-((1-(tert-butoxycarbonyl)pyrrolidin-3-yl)(3,3,3-trifluoropropyl)amino)pentyl)-3,4-dihydro-1,8-naphthyridine-1(2H)-carboxylate C(C)(C)(C)OC(=O)N1C[C@@H](CC1)N(CCCCCC1=CC=C2CCCN(C2=N1)C(=O)OC(C)(C)C)CCC(F)(F)F